COC(=O)C=1N(N=CC1[N+](=O)[O-])C([2H])([2H])[2H] 4-Nitro-2-(Trideuteromethyl)pyrazole-3-carboxylic acid methyl ester